C(C)(C)(C)OC(=O)N1[C@@H](CN([C@H](C1)C)C=1C2=C(N=CN1)N(C=C2C=O)C2CC(CCC2)C(=O)OC)C (2r,5s)-4-(5-formyl-7-(3-(methoxycarbonyl)cyclohexyl)-7H-pyrrolo[2,3-d]pyrimidin-4-yl)-2,5-dimethylpiperazine-1-carboxylic acid tert-butyl ester